diethyl (1R,1'R,3'R)-bis(3-hydroxycyclobutane-1-carboxylate) OC1CC(C1)C(=O)OCC.OC1CC(C1)C(=O)OCC